CC1=CC=C(C=C1)S(=O)(=O)[O-].[NH+]1=CC=CC=C1.OC(CNC(C(F)(F)F)=O)O N-(dihydroxyethyl)trifluoroacetamide pyridinium p-toluenesulfonate